ClC=1C(=NC=C(C1)C(F)(F)F)CN1N=C2N([C@@H](CC[C@@H]2O)C(=O)N2C[C@H](CC2)F)C1=O |&1:19| (5S,8SR)-2-{[3-Chloro-5-(trifluoromethyl)pyridin-2-yl]methyl}-5-{[(3S)-3-fluoropyrrolidin-1-yl]carbonyl}-8-hydroxy-5,6,7,8-tetrahydro[1,2,4]triazolo[4,3-a]pyridin-3(2H)-one